C1(CC1)C1=CC(=C(C(=C1)OCCCC=C)C1=CC(=C(C(=C1)C1CC1)F)[C@H](CC(=O)OCC)NC([C@@H](CC=C)O)=O)C Ethyl (S)-3-(4',5-dicyclopropyl-4-fluoro-2'-methyl-6'-(pent-4-en-1-yloxy)-[1,1'-biphenyl]-3-yl)-3-((R)-2-hydroxypent-4-enamido)propanoate